BrC1=C(/C=C/C2=NC=CC3=CC=CC=C23)C=CC=C1 (E)-1-(2-bromostyryl)isoquinoline